C(C)(C)(C)OC(=O)N[C@H](C(=O)OC)CN(CC(F)(F)F)C methyl (2S)-2-(tert-butoxycarbonylamino)-3-[methyl(2,2,2-trifluoroethyl)amino]propanoate